1-(((1R,5S,6s)-3-oxabicyclo[3.1.0]hexan-6-yl)methyl)-N-(5-(oxetan-3-yl)-1H-pyrazol-3-yl)-1H-pyrazolo[3,4-b]pyrazin-6-amine [C@@H]12COC[C@H]2C1CN1N=CC=2C1=NC(=CN2)NC2=NNC(=C2)C2COC2